FC1=NN2C(N=CC3=C2C(CC3)(C3=CC=NN3C)C)=C1 2-fluoro-8-methyl-8-(1-methyl-1H-pyrazol-5-yl)-7,8-dihydro-6H-cyclopenta[e]pyrazolo[1,5-a]pyrimidine